FC(C1=NN=C(O1)C=1C=CC(=NC1)CN1C(OC(=N1)C1=CC(=CC=C1)CN(C)C)=S)F 3-((5-(5-(difluoromethyl)-1,3,4-oxadiazol-2-yl)pyridin-2-yl)methyl)-5-(3-((dimethylamino)methyl)phenyl)-1,3,4-oxadiazol-2(3H)-thione